2-((furan-2-ylmethyl)sulfonyl)acetic acid O1C(=CC=C1)CS(=O)(=O)CC(=O)O